C(C1=CC=CC=C1)OC1=C(\C=N/C2=CC=C(N(C)C)C=C2)C=CC=C1OC (Z)-4-((2-(benzyloxy)-3-methoxybenzylidene)amino)-N,N-dimethylaniline